trans-diaminocyclohexane NC1(CCCCC1)N